N-[(3R)-1-(2-benzyloxy-4-pyridyl)-3-piperidyl]-6-morpholino-pyrimidin-4-amine C(C1=CC=CC=C1)OC1=NC=CC(=C1)N1C[C@@H](CCC1)NC1=NC=NC(=C1)N1CCOCC1